Cyclopropyl (S)-(1-(4-fluoro-3-(trifluoromethyl)phenyl)cyclopropyl)(pyrrolidin-2-ylmethyl)carbamate FC1=C(C=C(C=C1)C1(CC1)N(C(OC1CC1)=O)C[C@H]1NCCC1)C(F)(F)F